[4-[2-(1H-indazol-3-yl)vinyl]phenyl]-1-piperazinylmethanone N1N=C(C2=CC=CC=C12)C=CC1=CC=C(C=C1)C(=O)N1CCNCC1